NCC1=CC(=C(S1)C)C(N)=N 5-(aminomethyl)-2-methylthiophene-3-carboximidamide